N-((1s,3s)-3-(6-((4-(4-(2-((1-(2-(4-(2,6-dioxopiperidin-3-yl)phenoxy)acetyl)piperidin-4-yl)oxy)ethyl)piperazin-1-yl)phenyl)amino)-9H-purin-9-yl)cyclobutyl)-2-phenylacetamide O=C1NC(CC[C@H]1C1=CC=C(OCC(=O)N2CCC(CC2)OCCN2CCN(CC2)C2=CC=C(C=C2)NC2=C3N=CN(C3=NC=N2)C2CC(C2)NC(CC2=CC=CC=C2)=O)C=C1)=O